[N+](=O)([O-])C=1C=C(C=C(C1)C(F)(F)F)NC(CC1=CC=CC=C1)=O N-(3-Nitro-5-(trifluoromethyl)phenyl)-2-phenylacetamide